NC(CC)C(C)O 3-aminopentan-4-ol